(R)-1-(5-fluoro-6-(trifluoromethyl)pyridin-3-yl)-3-(isoquinolin-4-yl)-2-oxoimidazolidine-4-carbonitrile FC=1C=C(C=NC1C(F)(F)F)N1C(N([C@H](C1)C#N)C1=CN=CC2=CC=CC=C12)=O